3-(5-(((1S,2R)-2-(((4-methyltetrahydro-2H-pyran-4-yl)methyl)amino)cyclohexyl)oxy)-1-oxoisoindolin-2-yl)piperidine-2,6-dione CC1(CCOCC1)CN[C@H]1[C@H](CCCC1)OC=1C=C2CN(C(C2=CC1)=O)C1C(NC(CC1)=O)=O